C(N)(OCCN(C)C(=O)OC(C)(C)C)=O (2-((t-butoxycarbonyl) (methyl) amino) ethyl) carbamate